(5E)-5-Benzylidene-2,2-dimethyl-N-(4-phenylbutyl)-4-(1-piperidyl)piperidine-1-carboxamide C(/C1=CC=CC=C1)=C/1\C(CC(N(C1)C(=O)NCCCCC1=CC=CC=C1)(C)C)N1CCCCC1